C(C)(C)OC(=O)OCOP(=O)(OCOC(=O)OC(C)C)C(C1=CC2=C(SC=C2)C=C1)(F)F 5-((bis(((isopropoxycarbonyl)oxy)methoxy)phosphoryl)difluoromethyl)benzo[b]thiophene